(1R,3S)-3-(1-(tert-butyl)-5-((5-cyanopyrazin-2-yl)amino)-1H-pyrazol-3-yl)cyclopentyl isopropylcarbamate C(C)(C)NC(O[C@H]1C[C@H](CC1)C1=NN(C(=C1)NC1=NC=C(N=C1)C#N)C(C)(C)C)=O